1-(difluoromethyl)-5-((6-(2-fluoro-3-methoxyphenyl)pyridin-2-yl)oxy)pyridin-2(1H)-one FC(N1C(C=CC(=C1)OC1=NC(=CC=C1)C1=C(C(=CC=C1)OC)F)=O)F